9-(2-ethylhexyl)-3-(pyrazolo[1,5-a]pyrimidin-7-yl)-9H-carbazole C(C)C(CN1C2=CC=CC=C2C=2C=C(C=CC12)C1=CC=NC=2N1N=CC2)CCCC